1-(4-(4-chloropyridin-3-yl)piperazin-1-yl)prop-2-en-1-one (2,6-Dichloropyridin-4-yl)methyl-acetyl-L-lysinate hydrochloride Cl.ClC1=NC(=CC(=C1)CN([C@@H](CCCCN)C(=O)O)C(C)=O)Cl.ClC1=C(C=NC=C1)N1CCN(CC1)C(C=C)=O